O[C@@]1(COCC2=C1NC(C1=C2C=C(S1)C=1C=NNC1)=O)C(C)(C)CC (S)-4-hydroxy-4-(tert-pentyl)-8-(1H-pyrazol-4-yl)-1,3,4,5-tetrahydro-6H-pyrano[4,3-b]thieno[3,2-d]pyridin-6-one